ClC1=C(CNC2=NC=CC=C2)C=CC(=C1)Cl N-(2,4-dichlorobenzyl)pyridine-2-amine